2-(3,5-difluoro-4-hydroxybenzamido)benzo[d]thiazole-6-carboxylic acid FC=1C=C(C(=O)NC=2SC3=C(N2)C=CC(=C3)C(=O)O)C=C(C1O)F